FC1(C(N(C2=C(O1)C=C(C(=C2)C2=C(C(=CC(=C2F)F)F)F)F)CC(=O)OC)=O)F methyl 2-(2,2,7-trifluoro-3-oxo-6-(2,3,5,6-tetrafluorophenyl)-2,3-dihydro-4H-benzo[b][1,4]oxazin-4-yl)acetate